(3s,7s)-3-(tert-butoxycarbonylamino)-3-formyl-7-methyl-4,7-dihydro-2H-azepine-1-carboxylic acid tert-butyl ester C(C)(C)(C)OC(=O)N1C[C@@](CC=C[C@@H]1C)(C=O)NC(=O)OC(C)(C)C